butyl (1-methylcyclobutyl)((3-oxo-7-(trifluoromethyl)isoindolin-5-yl)methyl)carbamate CC1(CCC1)N(C(OCCCC)=O)CC=1C=C2C(NCC2=C(C1)C(F)(F)F)=O